BrC=1C(=C(C(N(C1C)C1=CC=C(C=C1)F)=O)C(=O)NC1=CC(=C(C=C1)OC1=CC=NC2=CC(=CN=C12)OC)F)C 5-Bromo-N-[3-fluoro-4-[(7-methoxy-1,5-naphthyridin-4-yl)oxy]phenyl]-1-(4-fluorophenyl)-4,6-dimethyl-2-oxopyridine-3-carboxamide